O.O.[Ca].C(C1CCCO1)OC1CCOCC1 4-(tetrahydrofurfuryloxy)tetrahydropyran calcium dihydrate